CC1=C(C(=O)N[C@H](C)C2=CC=CC3=CC=CC=C23)C=C(C=C1)NS(=O)(=O)C (R)-2-Methyl-5-(methylsulfonamido)-N-(1-(naphthalen-1-yl)ethyl)benzamide